(2S,3R)-3-hydroxy-2-(1-methyl-3-oxo-2,5-diazaspiro[3.4]octan-2-yl)-N-(pyrimidin-2-ylmethyl)butanamide O[C@@H]([C@@H](C(=O)NCC1=NC=CC=N1)N1C(C2(C1=O)NCCC2)C)C